4-hydroxy-4-(3,3,3-trifluoropropionyloxy)-2-butenoic acid OC(C=CC(=O)O)OC(CC(F)(F)F)=O